NC([C@H](C)NC([C@H](CC1=CC=CC=C1)NC([C@H](C(C)C)NC(CNCCC)=O)=O)=O)=O (S)-N-((S)-1-(((S)-1-amino-1-oxopropan-2-yl)amino)-1-oxo-3-phenylpropan-2-yl)-3-methyl-2-(2-(propylamino)acetamido)butanamide